tertbutyl peroxide C(C)(C)(C)OOC(C)(C)C